16-methyl-6,9-heptadecadienoic acid CC(CCCCCC=CCC=CCCCCC(=O)O)C